6-(3-(azetidin-3-ylmethoxy)-1,2,4-triazin-6-yl)isoquinolin-7-ol N1CC(C1)COC=1N=NC(=CN1)C=1C=C2C=CN=CC2=CC1O